(R)-2-amino-6-boryl-2-(2-(piperidin-1-yl)ethyl)hexanoic acid N[C@](C(=O)O)(CCCCB)CCN1CCCCC1